C1(=CC=CC=C1)S(=O)(=O)N1C=CC=2C1=NC=CC2C2=CC=C(C=C2)NC(=O)[C@@H]([C@@H](CC)C)NC(OC(C)(C)C)=O tert-butyl N-[(1R,2R)-1-[[4-[1-(benzenesulfonyl)pyrrolo[2,3-b]pyridin-4-yl]phenyl]carbamoyl]-2-methyl-butyl]carbamate